C(#N)C1=CC(=CC=2N=C(OC21)C=2C(=C(C=CC2)C2=C(C(=CC=C2)C=2SC=1CN(CCC1N2)C(C)C)C)C)CNCCNC(C)=O N-(2-(((7-cyano-2-(3'-(5-isopropyl-4,5,6,7-tetrahydrothiazolo[5,4-c]pyridin-2-yl)-2,2'-dimethyl-[1,1'-biphenyl]-3-yl)benzo[d]oxazol-5-yl)methyl)amino)ethyl)acetamide